(1S,3aR,6aS)-N-((R,E)-4-fluoro-4-(methylsulfonyl)-1-((S)-2-oxopyrrolidin-3-yl)but-3-en-2-yl)-2-(9-hydroxy-9H-fluorene-9-carbonyl)octahydrocyclopenta[c]pyrrole-1-carboxamide F\C(=C/[C@@H](C[C@H]1C(NCC1)=O)NC(=O)[C@H]1N(C[C@H]2[C@@H]1CCC2)C(=O)C2(C1=CC=CC=C1C=1C=CC=CC21)O)\S(=O)(=O)C